oxalic acid dilithium salt [Li+].[Li+].C(C(=O)[O-])(=O)[O-]